ClC=1C(=NC(=NC1)NC1CCOCC1)C1=CC=C2CN(C(C2=C1)=O)CC(=O)NC1(CCCC1)CO 2-(6-{5-chloro-2-[(oxacyclohex-4-yl)amino]pyrimidin-4-yl}-1-oxo-2,3-dihydro-1H-isoindol-2-yl)-N-[1-(hydroxymethyl)cyclopentyl]acetamide